((2R,3R,4R,5R)-4-fluoro-4-methyl-5-(6-(methylamino)-2-(2-phenylacetamido)-9H-purin-9-yl)-3-(2-phenylacetoxy)tetrahydrofuran-2-yl)methyl propionate C(CC)(=O)OC[C@H]1O[C@H]([C@]([C@@H]1OC(CC1=CC=CC=C1)=O)(C)F)N1C2=NC(=NC(=C2N=C1)NC)NC(CC1=CC=CC=C1)=O